ClC1=C(C=C(C=C1)C=1C=NN(C1)C1=C(C(=NN1C)OS(=O)(=O)C(C(F)(F)F)(C(F)(F)F)F)C(F)(F)F)C(NC1CC1)=O [5-[4-[4-chloro-3-(cyclopropylcarbamoyl) phenyl] pyrazol-1-yl]-1-methyl-4-(trifluoromethyl)pyrazol-3-yl]1,1,1,2,3,3,3-heptafluoropropane-2-sulfonate